(3,6-diazabicyclo[3.1.1]heptan-3-yl)methanone C12CN(CC(N1)C2)C=O